2-(5-chlorobenzofuran-2-yl)-2,2-difluoro-N-((1s,2r)-1-hydroxy-1-(1-methyl-1H-indazol-6-yl)-3-(pyrrolidin-1-yl)propan-2-yl)acetamide ClC=1C=CC2=C(C=C(O2)C(C(=O)N[C@@H]([C@H](C2=CC=C3C=NN(C3=C2)C)O)CN2CCCC2)(F)F)C1